1-Azido-1,1'-bicyclopropane N(=[N+]=[N-])C1(CC1)C1CC1